2-(7-chloro-1-(piperidin-1-yl)-2,6-naphthyridin-3-yl)ethan-1-ol ClC1=NC=C2C=C(N=C(C2=C1)N1CCCCC1)CCO